CC=C(C(=O)N)C 3-methyl-2-methylacrylamide